3-indoleacrylic acid-d4 N1C(=C(C=2C(=C(C(=CC12)[2H])[2H])[2H])C=CC(=O)O)[2H]